CON(C(C1=CC(=C(C=C1)NC1=CC=C(C=C1)C(F)(F)F)C=1N=CN(C1)C)=O)C N-methoxy-N-methyl-3-(1-methyl-1H-imidazol-4-yl)-4-((4-(trifluoromethyl)phenyl)amino)benzamide